(S)-N-(2-((2-methylpyrrolidin-1-yl)methyl)-1H-benzo[d]imidazol-5-yl)-4-(1-(piperidin-4-yl)-1H-pyrazol-4-yl)benzamide hydrochloride Cl.C[C@@H]1N(CCC1)CC1=NC2=C(N1)C=CC(=C2)NC(C2=CC=C(C=C2)C=2C=NN(C2)C2CCNCC2)=O